CC1=C(C=C(C=C1)C1=NN(C=C1)C)CNC1=NN2C(NC(=CC2=O)CCC)=N1 2-[[2-methyl-5-(1-methyl-pyrazol-3-yl)phenyl]methylamino]-5-propyl-4H-[1,2,4]triazolo[1,5-a]pyrimidin-7-one